FC(C1=NC=CC=C1N1CC2(CC1)CN(CCC2)C(=O)OC(C)(C)C)(F)F tert-Butyl 2-[2-(trifluoromethyl)pyridin-3-yl]-2,7-diazaspiro[4.5]decane-7-carboxylate